5-(1-Chloroethyl)-3-(4-fluoro-3-methoxyphenyl)isoxazole ClC(C)C1=CC(=NO1)C1=CC(=C(C=C1)F)OC